di-t-butylphenylphosphine palladium dichloride [Pd](Cl)Cl.C(C)(C)(C)P(C1=CC=CC=C1)C(C)(C)C